N1CC(C1)[C@@H]1CN(CCC1)CCO (R)-2-(3-(azetidin-3-yl)piperidin-1-yl)ethan-1-ol